4-((4-(1-Isopropyl-1H-pyrazol-4-yl)pyridin-2-yl)((4-(4-methoxy-3-methylphenyl)bicyclo[2.2.2]octan-1-yl)methyl)carbamoyl)cyclohexyl-3-(dimethylamino)azetidine C(C)(C)N1N=CC(=C1)C1=CC(=NC=C1)N(C(=O)C1CCC(CC1)N1CC(C1)N(C)C)CC12CCC(CC1)(CC2)C2=CC(=C(C=C2)OC)C